5-bromo-2-[1-(difluoromethyl)cyclopropyl]pyrazole-3-carboxylic acid BrC=1C=C(N(N1)C1(CC1)C(F)F)C(=O)O